C(#N)/C(=C(\C(=O)OCC)/O)/C=C/C(=C(/C(=O)OCC)\O)/C#N diethyl (2E,4E,6E)-3,6-dicyano-2,7-Dihydroxyoctane-2,4,6-trienedioate